(3aR,6R,6aR)-6-(3-bromo-5-methoxyphenyl)-2,2-dimethyltetrahydro-4H-cyclopenta[d][1,3]dioxol-4-one BrC=1C=C(C=C(C1)OC)[C@H]1CC([C@H]2[C@@H]1OC(O2)(C)C)=O